ethyl 2-(5-hydroxy-2,2-dimethyl-pentyl)sulfanylacetate OCCCC(CSCC(=O)OCC)(C)C